9-(p-n-propylphenyl)acridine C(CC)C1=CC=C(C=C1)C=1C2=CC=CC=C2N=C2C=CC=CC12